BrC=1C(=C(C=CC1)C(CC(=O)C1=CC=NC=C1)=O)O 1-(3-bromo-2-hydroxyphenyl)-3-(pyridin-4-yl)propane-1,3-dione